3-(((3-(diethylamino)propoxy)carbonyl)oxy)-2-(((2-hexyldecanoyl)oxy)methyl)propyl (9Z,12Z)-octadeca-9,12-dienoate C(CCCCCCC\C=C/C\C=C/CCCCC)(=O)OCC(COC(=O)OCCCN(CC)CC)COC(C(CCCCCCCC)CCCCCC)=O